1-(2-bromo-4-chlorophenyl)pyrazole-3-carbaldehyde BrC1=C(C=CC(=C1)Cl)N1N=C(C=C1)C=O